C(#N)C1=CC=C(C=C1)C(C(=O)O)N1C(N=CC(C1)=O)=O (4-cyanophenyl)(2,5-dioxopyrimidin-1-yl)acetic acid